tetrahydro-2H-pyran-2-carboxylic acid O1C(CCCC1)C(=O)O